(R)-4-(cyclopropylamino)-2-((3-hydroxy-2,3,4,5-tetrahydro-benzo[b][1,4]oxazepin-7-yl)amino)pyrimidine-5-carboxamide C1(CC1)NC1=NC(=NC=C1C(=O)N)NC1=CC2=C(OC[C@@H](CN2)O)C=C1